O=C1NC(CCC1NC1=CC=C(C=C1)C1CCN(CC1)CC(=O)N1CCC(CC1)N1N=C2C=C(C(=CC2=C1)C(=O)NC=1C=NN2C1N=CC=C2)OC(C)C)=O 2-(1-(2-(4-(4-((2,6-dioxopiperidin-3-yl)amino)phenyl)piperidin-1-yl)acetyl)piperidin-4-yl)-6-isopropoxy-N-(pyrazolo[1,5-a]pyrimidin-3-yl)-2H-indazole-5-carboxamide